ClC=1C(=CC(=C(C(=O)NS(=O)(=O)N2C[C@@H](CCC2)CNC(OC(C)(C)C)=O)C1)F)OCC1CCCC1.OC(CN(CCN(CC(C)O)CC(C)O)CC(C)O)C N,N,N',N'-tetrakis(2-hydroxy-propyl) ethylenediamine (S)-tert-butyl ((1-(N-(5-chloro-4-(cyclopentylmethoxy)-2-fluorobenzoyl)sulfamoyl)piperidin-3-yl)methyl)carbamate